(p-chlorophenoxy)propionic acid ClC1=CC=C(OC(C(=O)O)C)C=C1